C(C)(=O)OC1[C@H](O[C@@](C1OC(C)=O)(C)N1C(NC(C=C1)=O)=O)CCC(=O)OC(C)(C)C1=CC(=C(C=C1)OC)Br 2-(3-bromo-4-methoxy-phenyl)propan-2-ol [(2R,5R)-3,4-diacetoxy-5-(2,4-dioxopyrimidin-1-yl)-5-methyl-tetrahydrofuran-2-yl]methyl-acetate